NC=1C=2N(C(=C(N1)C=1C=C(C#N)C=CC1)C=1C(=NNC1)C)N=C(N2)C(O)C2=C(C=CC=C2F)F 3-(8-amino-2-((2,6-difluorophenyl)(hydroxy)methyl)-5-(3-methyl-1H-pyrazol-4-yl)-[1,2,4]triazolo[1,5-a]pyrazin-6-yl)benzonitrile